C(C)(C)(C)N(C(O)=O)C1CCN(CC1)C(NC1=CC=C(C=C1)CCCCCCCCCC)=O.C1(CC1)C(=O)C=1N=C2N(N1)[C@@H](C[C@@H]2F)CCC cyclopropyl-[cis-7-fluoro-5-propyl-6,7-dihydro-5H-pyrrolo[1,2-b][1,2,4]triazol-2-yl]methanone tert-butyl-(1-((4-decylphenyl)carbamoyl)piperidin-4-yl)carbamate